(4-{6-amino-5-[1-(2,6-dichloro-3-fluoro-phenyl)-ethoxy]-pyridin-3-yl}-phenyl)-((R)-2-hydroxymethyl-pyrrolidin-1-yl)-methanone NC1=C(C=C(C=N1)C1=CC=C(C=C1)C(=O)N1[C@H](CCC1)CO)OC(C)C1=C(C(=CC=C1Cl)F)Cl